IC=1C=NN(C1)C1(CN(C1)C=1C=2N(C=CC1)N=C(N2)NC=2C=NN(C2)CC(=O)N2CCN(CC2)C)CC#N 2-[3-(4-iodopyrazol-1-yl)-1-[2-[[1-[2-(4-methylpiperazin-1-yl)-2-oxo-ethyl]pyrazol-4-yl]amino]-[1,2,4]triazolo[1,5-a]pyridin-8-yl]azetidin-3-yl]acetonitrile